3-((S)-2-(3-(2-(3-(fluoromethyl)azetidin-1-yl)ethyl)-5-methyl-6-oxopyridazin-1(6H)-yl)-4-methylpentanamido)propanoic acid FCC1CN(C1)CCC1=NN(C(C(=C1)C)=O)[C@H](C(=O)NCCC(=O)O)CC(C)C